(S)-3-(5-((7-(((1SR,3RS,5SR,7r)-3,5-dimethyladamantan-1-yl)amino)heptyl)thio)-4-oxo-2-(trifluoromethyl)quinazolin-3(4H)-yl)piperidine-2,6-dione C[C@]12CC3(CC(C[C@@](C1)(C3)C)C2)NCCCCCCCSC2=C3C(N(C(=NC3=CC=C2)C(F)(F)F)[C@@H]2C(NC(CC2)=O)=O)=O |&1:1,7|